ethyl (R)-2-(6-(1-aminoethyl)-1-(hydroxymethyl)-1H-pyrrolo[2,3-b]pyridin-2-yl)-5-methoxy-3-methylimidazo[1,2-a]pyridine-7-carboxylate N[C@H](C)C1=CC=C2C(=N1)N(C(=C2)C=2N=C1N(C(=CC(=C1)C(=O)OCC)OC)C2C)CO